ClC1=C(CN2CCCC23CCN(CC3)C(=O)OC(C(F)(F)F)C(F)(F)F)C=CC=C1OC 1,1,1,3,3,3-hexafluoropropan-2-yl 1-(2-chloro-3-methoxybenzyl)-1,8-diazaspiro[4.5]decane-8-carboxylate